2-[3,5-dichloro-4-[(5-isopropyl-6-oxo-1H-pyridazin-3-yl)oxy]phenyl]-6-(methylamino)-4H-1,2,4-triazine-3,5-dione ClC=1C=C(C=C(C1OC1=NNC(C(=C1)C(C)C)=O)Cl)N1N=C(C(NC1=O)=O)NC